(2-(5'-fluoro-3-methyl-1'-((1-methylpiperidin-4-yl)methyl)-1H,1'H-[4,6'-biindazol]-1-yl)acetyl)glycylglycine FC=1C=C2C=NN(C2=CC1C=1C=2C(=NN(C2C=CC1)CC(=O)NCC(=O)NCC(=O)O)C)CC1CCN(CC1)C